5-[1-(5-amino-2-pyridyl)-3-methyl-pyrazol-4-yl]-N-[3-chloro-4-[4-(1-methylpiperidine-4-carbonyl)piperazine-1-carbonyl]phenyl]-1-methyl-imidazole-2-carboxamide NC=1C=CC(=NC1)N1N=C(C(=C1)C1=CN=C(N1C)C(=O)NC1=CC(=C(C=C1)C(=O)N1CCN(CC1)C(=O)C1CCN(CC1)C)Cl)C